C(=O)O.C(C)N(CCCNC(=O)C1=CC2=C(N3C(S2)=NC(=C3)C3=CC=C(C(=O)O)C=C3)C=C1)CC.C(C)N(CC)CCCNC(=O)C1=CC3=C(N2C(S3)=NC(=C2)C2=CC=C(C(=O)O)C=C2)C=C1 4-(7-((3-(diethylamino)propyl)carbamoyl)benzo[d]imidazo[2,1-b]thiazol-2-yl)benzoic acid hemiformate